(2S)-2-amino-3-(4-(4-((R)-1-(4-chloro-2-(3-methyl-1H-pyrazole-1-yl)phenyl)-2,2,2-trifluoroethoxy)thieno[3,2-d]pyrimidine-7-yl)cyclohex-3-ene-1-yl)propionic acid hydrochloride Cl.N[C@H](C(=O)O)CC1CC=C(CC1)C1=CSC2=C1N=CN=C2O[C@@H](C(F)(F)F)C2=C(C=C(C=C2)Cl)N2N=C(C=C2)C